ClC=1C(=NC=CC1C1=NC(=C(C=C1)CNCC1NC(CC1)=O)OC)C=1C(=C(C=CC1)NC(=O)C1=CC2=C(C=N1)CN(C2)CCO)C N-(3-(3'-chloro-6-methoxy-5-((((5-oxopyrrolidin-2-yl)methyl)amino)methyl)-[2,4'-bipyridin]-2'-yl)-2-methylphenyl)-2-(2-hydroxyethyl)-2,3-dihydro-1H-pyrrolo[3,4-c]pyridine-6-carboxamide